2-Cyclopentylacetic acid [(E)-but-2-enyl] ester C(\C=C\C)OC(CC1CCCC1)=O